2,6-Bis(methoxymethyl)heptane COCC(C)CCCC(C)COC